tributoxy(3-isopropenylphenyl)silane C(CCC)O[Si](C1=CC(=CC=C1)C(=C)C)(OCCCC)OCCCC